5-furandipropylamine O1C(=CC=C1CCCN)CCCN